ClC=1C=CC(=C(C(=O)NN)C1)OC 5-chloro-2-methoxybenzohydrazide